C1[C@H]([C@H](C2=CC=CC=C21)N)O (1S,2R)-(-)-cis-1-amino-2-indanol